5-(3,4-dimethylphenyl)-indole-3-acetic acid methyl-(R)-2-((4-((1-(tert-butoxycarbonyl)piperidin-3-yl)(8-methylisoquinolin-1-yl)carbamoyl)-3-fluorophenyl)amino)pyrimidine-4-carboxylate COC(=O)C1=NC(=NC=C1)NC1=CC(=C(C=C1)C(N(C1=NC=CC2=CC=CC(=C12)C)[C@H]1CN(CCC1)C(=O)OC(C)(C)C)=O)F.CC=1C=C(C=CC1C)C=1C=C2C(=CNC2=CC1)CC(=O)O